C1(CC1)C1=NC=NC(=C1OB(O)O)OC (4-cyclopropyl-6-methoxypyrimidin-5-yl)boric acid